NC=1SC(=CN1)C(=O)NC1=C(C=C(C(=C1)C(NCC1(CCC1)F)=O)F)C 2-amino-N-[4-fluoro-5-[(1-fluorocyclobutyl)methylcarbamoyl]-2-methylphenyl]-1,3-thiazole-5-carboxamide